ethyl 2,3,6-trimethyl-4-acetoxybenzoate CC1=C(C(=O)OCC)C(=CC(=C1C)OC(C)=O)C